CC(C)O[Si](OCC)(C)CCCOC(C=C)=O methyl-acryloxypropyl-methyl-diethoxysilane